NC=1C=C2CN(C(C2=CC1N1CCC(CC1)N1CCC1)=O)C1CCN(CC1)C(=O)OC(C)(C)C tert-butyl 4-(5-amino-6-(4-(azetidin-1-yl)piperidin-1-yl)-1-oxoisoindolin-2-yl)piperidine-1-carboxylate